(R)-N-(1-hydroxypropan-2-yl)-4-methyl-2-(4-(trifluoromethyl)phenyl)quinazoline-7-carboxamide OC[C@@H](C)NC(=O)C1=CC=C2C(=NC(=NC2=C1)C1=CC=C(C=C1)C(F)(F)F)C